5-[3-[[1-[2-(aminomethyl)-3,3-difluoro-allyl]-5-oxo-1,2,4-triazol-4-yl]methyl]phenyl]-1-ethyl-pyridin-2-one NCC(CN1N=CN(C1=O)CC=1C=C(C=CC1)C=1C=CC(N(C1)CC)=O)=C(F)F